CC1(OB(OC1(C)C)C1=CC(=NC=C1)C(=O)OC)C methyl 4-(4,4,5,5-tetramethyl-1,3,2-dioxaborolan-2-yl)pyridine-2-carboxylate